5-amino-6-(2-chloro-5-fluorobenzoyl)-1-methyl-1H-indazole-3,7-dinitrile NC=1C=C2C(=NN(C2=C(C1C(C1=C(C=CC(=C1)F)Cl)=O)C#N)C)C#N